3-amino-5,6,7,8-tetrahydroquinoxalin-2-carboxamide NC=1C(=NC=2CCCCC2N1)C(=O)N